[Fe].[Tb] terbium-iron